1-(((5S,7S)-3-(1-(tert-butyl)-1H-pyrazol-4-yl)-7-methyl-2-oxo-1-oxa-3-azaspiro[4.5]decan-7-yl)methyl)-1H-benzo[d]imidazole-6-carbonitrile C(C)(C)(C)N1N=CC(=C1)N1C(O[C@]2(C1)C[C@@](CCC2)(C)CN2C=NC1=C2C=C(C=C1)C#N)=O